3-[5-(difluoromethyl)-1,3,4-thiadiazol-2-yl]-N-(1-methylcyclopropyl)-2-oxo-1H-benzimidazole-5-sulfonamide FC(C1=NN=C(S1)N1C(NC2=C1C=C(C=C2)S(=O)(=O)NC2(CC2)C)=O)F